ClC1=C(C(=CC=C1)F)N1N=C(C(=C1)NC1=NC=C(C=C1)C(=O)N1CCOCC1)C(=O)N 1-(2-chloro-6-fluorophenyl)-4-((5-(morpholine-4-carbonyl)pyridin-2-yl)amino)-1H-pyrazole-3-carboxamide